C(C)(C)OC=1C=C(C=C(C1)S(=O)(=O)C)NC1=CC(=NC=C1C1=NN(C=C1)C(C)C)NC(C)=O N-(4-((3-isopropoxy-5-(methylsulfonyl)phenyl)amino)-5-(1-isopropyl-1H-pyrazol-3-yl)pyridin-2-yl)acetamide